2-bromo-2,2-difluoro-N-phenylacetamide BrC(C(=O)NC1=CC=CC=C1)(F)F